(R)-3-(4-methoxyphenyl)-6-nitro-8-(pyrimidin-5-yl)-2-(pyrrolidin-2-yl)quinazolin-4(3H)-one COC1=CC=C(C=C1)N1C(=NC2=C(C=C(C=C2C1=O)[N+](=O)[O-])C=1C=NC=NC1)[C@@H]1NCCC1